2-bromo-1-(tetrahydropyran-4-yl)ethan-1-one BrCC(=O)C1CCOCC1